C1(=CC=CC=C1)C1=NC(=NC(=N1)C1=CC=CC=C1)C1=C(C=CC(=C1)F)C1=CC=CC=C1 (4,6-diphenyl-1,3,5-triazin-2-yl)-4-fluoro-[1,1'-biphenyl]